OC1=CC2=C(C=CC=3OC=4C=CC5=C(C4C4(OC(C=C4)=O)C23)C=C(C=C5)O)C=C1 2,12-dihydroxy-5'H-spiro[dibenzo[a,j]xanthene-14,2'-furan]-5'-one